trans-[4-(8-Fluoro-3-methyl-[1,2,4]triazolo[4,3-a]pyridin-6-ylmethyl)-cyclohexyl]-[(S)-3-(6-methyl-pyridin-3-yl)-isoxazolidin-2-yl]-methanone FC=1C=2N(C=C(C1)C[C@@H]1CC[C@H](CC1)C(=O)N1OCC[C@H]1C=1C=NC(=CC1)C)C(=NN2)C